1-(2-Isothiazol-3-ylphenyl)ethanol S1N=C(C=C1)C1=C(C=CC=C1)C(C)O